7-[[6-[2-(dimethyl-amino)ethyl-methyl-amino]-2-pyridyl]amino]-4-(1-methyl-pyrrolo[2,3-b]pyridin-4-yl)-2,3-dihydropyrrolo[3,4-c]pyridin-1-one CN(CCN(C1=CC=CC(=N1)NC=1C2=C(C(=NC1)C1=C3C(=NC=C1)N(C=C3)C)CNC2=O)C)C